C(C)(C)(C)OC(=O)N1C2CN(C(C1)CC2)CC2=C(N=C1N2C=CC=N1)C1=CC=C(C=C1)Br tert.-butyl-5-{[2-(4-bromophenyl)imidazo-[1,2-a]pyrimidin-3-yl]methyl}-2,5-diaza-bicyclo[2.2.2]octane-2-carboxylate